2-(4-methoxyphenoxy)ethan-1-ol COC1=CC=C(OCCO)C=C1